3-benzyl-1-(trans-4-((5-cyanopyridin-2-yl)amino)cyclohexyl)-1-(4-((3-methoxyphenyl)amino)phenyl)urea C(C1=CC=CC=C1)NC(N(C1=CC=C(C=C1)NC1=CC(=CC=C1)OC)[C@@H]1CC[C@H](CC1)NC1=NC=C(C=C1)C#N)=O